3-isopropyl-2-(8-methoxy-[1,2,4]triazolo[1,5-a]pyridin-6-yl)-6-methyl-1H-pyrrolo[3,2-b]pyridine-5-carboxylic Acid C(C)(C)C1=C(NC=2C1=NC(=C(C2)C)C(=O)O)C=2C=C(C=1N(C2)N=CN1)OC